1-(oxetan-3-yl)ethanol O1CC(C1)C(C)O